OC1=C(C(=O)O)C=CC=C1O L-2,3-dihydroxybenzoic acid